FC1=C2[C@H]3[C@@](CC[C@@H]2[C@]2(CC[C@H]4[C@H](OC(O4)(C)C)[C@@H]2C1)C)(CCC3)C (3aS,5aR,5bR,7aR,8R,10aR,12aR,12bR)-11-fluoro-2,2,5a,7a-tetramethyl-4,5,5a,5b,6,7,7a,8,9,10,10a,12,12a,12b-tetradecahydro-3aH-cyclopenta[1',2':7,8]phenanthro[1,2-d][1,3]dioxolane